Carboxybenzyl chloride C(=O)(O)C(C1=CC=CC=C1)Cl